3-hydroxy-N-(1-methyl-1H-tetrazol-5-yl)-4-phenylquinoline-2-carboxamide OC=1C(=NC2=CC=CC=C2C1C1=CC=CC=C1)C(=O)NC1=NN=NN1C